N-(2,6-dioxopiperidin-3-yl)-2-acetamido-4-methoxythiophene-3-carboxamide O=C1NC(CCC1NC(=O)C1=C(SC=C1OC)NC(C)=O)=O